[Cl-].OCCC[NH2+]CCCOCCCCCCCCCCCC N-hydroxypropyl-dodecyloxypropyl-ammonium chloride